2-Ethyl-2-(1-(3-(1H-1,2,3-triazol-1-yl)propanoyl)-1,2,5,6-tetrahydropyridin-3-yl)-7-chlorobenzo[b]thiophene-5-carboxylic acid C(C)C1(CC2=C(S1)C(=CC(=C2)C(=O)O)Cl)C=2CN(CCC2)C(CCN2N=NC=C2)=O